6-(1-isopropyl-1H-pyrazol-4-yl)nicotinaldehyde C(C)(C)N1N=CC(=C1)C1=NC=C(C=O)C=C1